[Si](C1=CC=CC=C1)(C1=CC=CC=C1)(C(C)(C)C)OCC[C@H](C(=O)NC1=CC=C(C=C1)C1=NN(C=C1)C)NC(OC(C)(C)C)=O (R)-tert-butyl (4-((tert-butyldiphenylsilyl)oxy)-1-((4-(1-methyl-1H-pyrazol-3-yl)phenyl)amino)-1-oxobutan-2-yl)carbamate